C(C)(C)C1=C2C=C(N=CC2=C(C=C1)N1[C@@H]([C@H](C1)CS(=O)(=O)C)C)NC1=NC(=NC=C1)C1=CN=C(S1)C 5-Isopropyl-8-((2r,3s)-2-methyl-3-((methylsulfonyl)methyl)azetidin-1-yl)-N-(2-(2-methylthiazol-5-yl)pyrimidin-4-yl)isoquinolin-3-amine